NC1=CC(=C2C(=N1)C=C(S2)C2=CC=NN2)NC(CCO)C2=CC=CC=C2 3-((5-amino-2-(1H-pyrazol-5-yl)thieno[3,2-b]pyridin-7-yl)amino)-3-phenyl-1-propanol